5-chloro-2-methyl-N-((1r,4r)-4-((3-(2-(1-methyl-1H-pyrazol-4-yl)pyridin-4-yl)-2-oxo-2,3-dihydro-1H-benzo[d]imidazol-1-yl)methyl)cyclohexyl)nicotinamide ClC=1C=NC(=C(C(=O)NC2CCC(CC2)CN2C(N(C3=C2C=CC=C3)C3=CC(=NC=C3)C=3C=NN(C3)C)=O)C1)C